BrC=1C(=CC2=C(OCCN2)C1)Cl 7-bromo-6-chloro-3,4-dihydro-2H-benzo[b][1,4]oxazine